butyl ethyl phosphate P(=O)(OCCCC)(OCC)[O-]